Br[Al](Cl)Cl bromoaluminum chloride